6-bromo-2-chloro-3-formylquinoline BrC=1C=C2C=C(C(=NC2=CC1)Cl)C=O